ClC1=C(C=C(C=C1)C#N)NC(C(=O)O)=O 2-((2-chloro-5-cyanophenyl)amino)-2-oxoacetic acid